rel-(S)-3-methyl-1-oxo-2-((2-oxo-3-((2-(trimethylsilyl)ethoxy)methyl)-2,3-dihydrobenzo[d]oxazol-6-yl)methyl)isoindoline-5-carbaldehyde C[C@@H]1N(C(C2=CC=C(C=C12)C=O)=O)CC1=CC2=C(N(C(O2)=O)COCC[Si](C)(C)C)C=C1 |o1:1|